COC1=C(C=C(C=C1)OC1=NC=C(C=C1)C(F)(F)F)NC(=O)[C@@H]1N(C(CC1)=O)C (R)-N-(2-Methoxy-5-((5-(trifluoromethyl)pyridin-2-yl)oxy)phenyl)-1-methyl-5-oxopyrrolidine-2-carboxamide